F[C@@H](CCCCCC(=O)NC1=C(C=C(C=C1)NCC1=CC=C(C=C1)C(F)(F)F)N1CCCCC1)CF (7S)-7,8-difluoro-N-(2-(piperidin-1-yl)-4-((4-(trifluoromethyl)benzyl)amino)phenyl)octanamide